C(=C)C1=[N+](C=CC=C1)CCCS(=O)(=O)O 2-vinyl-(3-sulfopropyl)pyridinium